OC[C@H](C)N1C=NC2=C(C1=O)C=C(N=C2C=2C=NC=CC2)C=2C=NC(=CC2)OC(F)(F)F (S)-3-(1-hydroxypropan-2-yl)-8-(pyridin-3-yl)-6-(6-(trifluoromethoxy)pyridin-3-yl)pyrido[3,4-d]pyrimidin-4(3H)-one